C1(CC1)NC(=O)C1=C(N(C(C(=C1OC1=C(C(=CC=C1)NS(NC)(=O)=O)F)C)=O)C)NC1=C(C=C(C=C1)I)F cyclopropyl-4-{2-fluoro-3-[(methylsulfamoyl)amino]phenoxy}-2-[(2-fluoro-4-iodophenyl)amino]-1,5-dimethyl-6-oxopyridine-3-carboxamide